C1(=CC=CC=C1)[Si](O[Si](O[Si](CCCCN)(C1=CC=CC=C1)C1=CC=CC=C1)(OC)OC)(CCCCN)C1=CC=CC=C1 1,1,5,5-Tetraphenyl-3,3-dimethoxy-1,5-bis(4-aminobutyl)trisiloxan